(rac)-((1s,3s)-3-hydroxy-3-methylcyclobutyl)(6-(pyrazolo[1,5-a]pyridin-2-yl)-2-azaspiro[3.4]octan-2-yl)methanone OC1(CC(C1)C(=O)N1CC2(C1)C[C@@H](CC2)C2=NN1C(C=CC=C1)=C2)C |r|